NC(C(=O)O)CSS\C=C\CS(=O)CC=C 2-amino-3-{[(1E)-3-(prop-2-en-1-ylsulfinyl)prop-1-en-1-yl]dithio}propionic acid